N-(2-amino-3,5-dichloro-4-(4,4-difluoropiperidin-1-yl)phenyl)-2-(4-(ethylsulfonyl)phenyl)acetamide NC1=C(C=C(C(=C1Cl)N1CCC(CC1)(F)F)Cl)NC(CC1=CC=C(C=C1)S(=O)(=O)CC)=O